C1(CCCCC1)C(C)O 1-cyclohexylethan-1-ol